CC(CC)C1=CC(=C(C=C1)C)C 1,2,3,4-tetramethylethylbenzene